COC1=CC=C(C=C1)/C=C/C(=O)O The molecule is a methoxycinnamic acid having a single methoxy substituent at the 4-position on the phenyl ring. It derives from a cinnamic acid.